tert-butyl (1Z)-1-[(R)-tert-butylsulfinyl]imino-5,6-difluoro-spiro[indane-2,4'-piperidine]-1'-carboxylate C(C)(C)(C)[S@@](=O)\N=C\1/C2=CC(=C(C=C2CC12CCN(CC2)C(=O)OC(C)(C)C)F)F